tert-butyl 2-(2-(6-((cis)-2,6-dimethylmorpholino)pyridin-2-yl)-1,6-naphthyridin-7-yl)acetate C[C@@H]1O[C@@H](CN(C1)C1=CC=CC(=N1)C1=NC2=CC(=NC=C2C=C1)CC(=O)OC(C)(C)C)C